COC(=O)C1(CCC2(C(=CC3=CC=CC=C23)CCCOS(=O)(=O)C)CC1)NC1=CC(=CC=C1)Cl (1r,4r)-4-(3-Chloroanilino)-2'-{3-[(methylsulfonyl)oxy]propyl}spiro[cyclohexane-1,1'-indene]-4-carboxylic acid methyl ester